COC1=C(C=C2C(=NC(=NC2=C1)C)N[C@H](C)C1=CC(=CC(=C1)C(F)(F)F)[N+](=O)[O-])C1CCNCC1 (R)-7-methoxy-2-methyl-N-(1-(3-nitro-5-(trifluoromethyl)phenyl)ethyl)-6-(piperidin-4-yl)quinazolin-4-amine